(2S)-1-[(3S)-3-[[5-[5-[tert-butyl(dimethyl)silyl]oxy-1-tetrahydropyran-2-yl-indazol-3-yl]-3-pyridyl]oxy]butoxy]propan-2-ol [Si](C)(C)(C(C)(C)C)OC=1C=C2C(=NN(C2=CC1)C1OCCCC1)C=1C=C(C=NC1)O[C@H](CCOC[C@H](C)O)C